C(#C)C=1SC=C(N1)C(=O)N(C1C(N(CC1)CC(F)(F)F)=O)C1=CC(=CC(=C1)C(F)(F)F)OC 2-Ethynyl-N-(3-methoxy-5-(trifluoromethyl)phenyl)-N-(2-oxo-1-(2,2,2-trifluoroethyl)pyrrolidin-3-yl)thiazole-4-carboxamide